5-(1-(2,2-difluoroethyl)-2-methyl-1H-imidazo[4,5-b]pyrazin-6-yl)-N-(cis-4-(trifluoromethoxy)cyclohexyl)pyrrolo[2,1-f][1,2,4]triazin-2-amine FC(CN1C(=NC=2C1=NC(=CN2)C=2C=CN1N=C(N=CC12)N[C@@H]1CC[C@@H](CC1)OC(F)(F)F)C)F